8-oxa-2-azaspiro[4.5]decan C1NCCC12CCOCC2